(S)-N-(3-(1-((1-methyl-1H-pyrazolo[3,4-b]pyrazin-6-yl)amino)ethyl)phenyl)-1-oxoisochromane-6-carboxamide CN1N=CC=2C1=NC(=CN2)N[C@@H](C)C=2C=C(C=CC2)NC(=O)C=2C=C1CCOC(C1=CC2)=O